6-bromo-2-(5,5-dimethyl-2-oxa-5-silahex-1-yl)-4-methyl-2H,5H,4H,3H-1,2,4-triazine-3,5-dione BrC=1C(N(C(N(N1)COCC[Si](C)(C)C)=O)C)=O